NC1CCC(CC1)OC1=CC(=CC(=N1)C#N)OC=1C=NC=C(C1)C1=CC(=C(C=C1)F)F 6-((4-aminocyclohexyl)oxy)-4-((5-(3,4-difluorophenyl)pyridin-3-yl)oxy)picolinonitrile